((6-amino-2-(fluoromethyl)pyrimidin-4-yl)amino)-4-(isopropylamino)-N-methylnicotinamide NC1=CC(=NC(=N1)CF)NC1=C(C(=O)NC)C(=CC=N1)NC(C)C